(R)-7-(3-(2-chloro-4-(4-fluorophenoxy)phenoxy)propoxy)-2-ethylchromane-2-carboxylic acid ClC1=C(OCCCOC2=CC=C3CC[C@@](OC3=C2)(C(=O)O)CC)C=CC(=C1)OC1=CC=C(C=C1)F